C(C1=CC=CC=C1)OCC1=NN(C(N1CC)=O)C=1C=C2C(=CC(=NC2=CC1F)C=1C(=NNC1)C(F)(F)F)C(C)C 3-((benzyloxy)methyl)-4-ethyl-1-(7-fluoro-4-isopropyl-2-(3-(trifluoromethyl)-1H-pyrazol-4-yl)quinolin-6-yl)-1H-1,2,4-triazol-5(4H)-one